5-((2S,3R,4S,5R)-3,4-dihydroxyl-5-(hydroxymethyl)tetrahydrofuran-2-yl)1-(tetrahydrofuran-3-yl)pyrimidine-2,4(1H,3H)-dione O[C@H]1[C@@H](O[C@@H]([C@H]1O)CO)C=1C(NC(N(C1)C1COCC1)=O)=O